[4-(trimethylsilyl)phenyl](2-methylphenyl)sulfide C[Si](C1=CC=C(C=C1)SC1=C(C=CC=C1)C)(C)C